5-bromo-1-benzothiophene-2-carboxylic acid BrC=1C=CC2=C(C=C(S2)C(=O)O)C1